FC(C1(CCCC1)OCC=O)(F)F 2-((1-(trifluoromethyl)cyclopentyl)oxy)acetaldehyde